3-hydroxyglutamic acid OC([C@H](N)C(=O)O)CC(=O)O